N-(6-(2H-1,2,3-triazol-2-yl)-5-(trifluoromethyl)pyridin-3-yl)-2-fluoro-4-(quinolin-4-yl)benzamide N=1N(N=CC1)C1=C(C=C(C=N1)NC(C1=C(C=C(C=C1)C1=CC=NC2=CC=CC=C12)F)=O)C(F)(F)F